ClC1=C(C=CC(=C1)F)CNC(C)C N-[(2-chloro-4-fluoro-phenyl)methyl]propan-2-amine